Thiodiethylen-bis[3-(3,5-di-tert-butyl-4-hydroxyphenyl)-propionat] S(CCC(C(=O)[O-])CC1=CC(=C(C(=C1)C(C)(C)C)O)C(C)(C)C)CCC(C(=O)[O-])CC1=CC(=C(C(=C1)C(C)(C)C)O)C(C)(C)C